1-benzyl-4-(pyrrolidin-1-yl)-1,3-dihydro-2H-benzo[d]imidazol-2-one C(C1=CC=CC=C1)N1C(NC2=C1C=CC=C2N2CCCC2)=O